N-Hydroxy-5-(1,2-oxazol-5-yl)thiophene ON1OC(=CC1)C1=CC=CS1